tert-butyl N-[[5-chloro-2-[2-[4-methyl-3-[2-(2-pyridyl)ethylsulfamoyl]anilino]-2-oxo-ethyl]-3-oxo-pyridazin-4-yl]methyl]-N-methyl-carbamate ClC1=C(C(N(N=C1)CC(=O)NC1=CC(=C(C=C1)C)S(NCCC1=NC=CC=C1)(=O)=O)=O)CN(C(OC(C)(C)C)=O)C